6-(2-(((1s,4s)-4-cyano-4-methylcyclohexyl)amino)-6-fluoro-4-methoxypyrrolo[2,1-f][1,2,4]triazin-5-yl)-8-fluoro-N-methylimidazo[1,2-a]pyridine-3-carboxamide C(#N)C1(CCC(CC1)NC1=NN2C(C(=N1)OC)=C(C(=C2)F)C=2C=C(C=1N(C2)C(=CN1)C(=O)NC)F)C